4-(4-amino-6-(4-methacrylamido-phenyl)pyrrolo[2,1-f][1,2,4]triazin-5-yl)-N-(2-methoxy-2-methylpropyl)benzamide NC1=NC=NN2C1=C(C(=C2)C2=CC=C(C=C2)NC(C(=C)C)=O)C2=CC=C(C(=O)NCC(C)(C)OC)C=C2